NCCOCCOC(C(=O)O)C aminoethoxyethoxypropanoic acid